CC1(CC2C1CCC3(C(O3)CCC2=C)C)C caryophyllene alpha-oxide